C1(=CC=CC=C1)N(C(=O)N1C(C2CCC(C1)N2)C(=O)O)C2=CC=CC=C2 3-(diphenylcarbamoyl)-3,8-diazabicyclo[3.2.1]octane-2-carboxylic acid